C(C)(C)(C)OC(=O)N1CC(C1)C1=NC=C(N=C1)OC1=C(C=C(C=C1)Cl)Cl 3-[5-(2,4-dichlorophenoxy)pyrazin-2-yl]azetidine-1-carboxylic acid tert-butyl ester